ClC=1C(=NC=C(C1)C(F)(F)F)C(=O)OCC ethyl 3-chloro-5-(trifluoromethyl)-picolinate